butyl-tin tricaprylate C(CCCCCCC)(=O)[O-].C(CCCCCCC)(=O)[O-].C(CCCCCCC)(=O)[O-].C(CCC)[Sn+3]